2-(3-furyl)-pyrimidine O1C=C(C=C1)C1=NC=CC=N1